CC1(OC2C(O1)[C@H](CC2=O)C2=CC=CC=C2)C (6R)-2,2-dimethyl-6-phenyltetrahydro-4H-cyclopenta[d][1,3]dioxol-4-one